C1(CC1)C(=O)N=C1C=C(C(=CN1CSC)C(=O)NC)NC1=C(C(=CC=C1)C=1N=NN(N1)C)OC 6-((cyclopropanecarbonyl)imino)-4-((2-methoxy-3-(2-methyl-2H-tetrazol-5-yl)phenyl)amino)-N-methyl-1-((methylthio)methyl)-1,6-dihydropyridine-3-carboxamide